(R)-N-(5-(4-fluorophenoxy)pyridin-2-yl)-2-((R)-3-(5-(methylsulfonyl)-6-oxo-1,6-dihydropyridin-3-yl)piperidin-1-yl)propanamide FC1=CC=C(OC=2C=CC(=NC2)NC([C@@H](C)N2C[C@H](CCC2)C2=CNC(C(=C2)S(=O)(=O)C)=O)=O)C=C1